[I-].N[N+]1=C2C(=CC=C1)CCC2 1-amino-6,7-dihydro-5H-cyclopenta[b]pyridin-1-ium iodide